1-methylimino-4-[4-(4,4,5,5-tetramethyl-1,3,2-dioxaborolan-2-yl)pyrazol-1-yl]thiane 1-oxide CN=S1(CCC(CC1)N1N=CC(=C1)B1OC(C(O1)(C)C)(C)C)=O